3'-chlorobiphenyl-4-boronic acid ClC=1C=C(C=CC1)C1=CC=C(C=C1)B(O)O